Cl.FC=1C=C(C=C(C1C=1N=NC(=CC1)N(C1CC(NC(C1)(C)C)(C)C)C)O)C1=CC(NC=C1)=O 4-(3-fluoro-5-hydroxy-4-(6-(methyl-(2,2,6,6-tetramethylpiperidin-4-yl)amino)pyridazin-3-yl)phenyl)pyridin-2(1H)-one hydrochloride salt